(1R,3r)-3-((R)-1'-(7-(((R)-1-(2,4-dichlorophenyl)ethyl)amino)pyrazolo[1,5-a]pyrimidin-5-yl)-[3,4'-bipiperidin]-1-yl)-1-methylcyclobutane-1-carboxylic acid ClC1=C(C=CC(=C1)Cl)[C@@H](C)NC1=CC(=NC=2N1N=CC2)N2CCC(CC2)[C@@H]2CN(CCC2)C2CC(C2)(C(=O)O)C